C(=O)[C@H]1N(C[C@H](C1)OC)C(=O)OC(C)(C)C tert-Butyl (2S,4S)-2-formyl-4-methoxypyrrolidine-1-carboxylate